C1CC12CN(C2)CCC=2C(=CC(N(C2)C(C(=O)N[C@@H](CC(=O)O)C=2C(=C(C=C(C2F)C)C2=C(C=C(C=C2C)C)C)F)CC(C)C)=O)C(F)(F)F (3S)-3-(2-(5-(2-(5-azaspiro[2.3]hexan-5-yl)ethyl)-2-oxo-4-(trifluoromethyl)pyridin-1(2H)-yl)-4-methylpentanamido)-3-(2,4-difluoro-2',4',5,6'-tetramethylbiphenyl-3-yl)propanoic acid